(R)-3-(4-(1-((6-(3-(2-ethoxyphenoxy)piperidin-1-yl)pyrazin-2-yl)amino)-2-methyl-1-oxopropan-2-yl)phenyl)-2,2-dimethylpropanoic acid C(C)OC1=C(O[C@H]2CN(CCC2)C2=CN=CC(=N2)NC(C(C)(C)C2=CC=C(C=C2)CC(C(=O)O)(C)C)=O)C=CC=C1